5-(chloromethyl)-4-methoxy-2,6-dimethylpyrimidine ClCC=1C(=NC(=NC1C)C)OC